ClCC1=CC=C(C=C1)N1C(=NC=2C1=NC=CC2)C=2C(=NC=CC2)N 3-(3-(4-(Chloromethyl)phenyl)-3H-imidazo[4,5-b]pyridin-2-yl)pyridin-2-amine